S(=O)(=O)(O)C(C(=O)OCCCCCCCCCCCC)CC(=O)OCCCCCCCCCCCC di(dodecyl) sulfosuccinate